2-(4-([1,1'-Biphenyl]-4-yl)but-3-en-2-yl)pyridine C1(=CC=C(C=C1)C=CC(C)C1=NC=CC=C1)C1=CC=CC=C1